COC1=CC=C2C(=CNC2=C1)\C=C/1\C(N(C(S1)=S)CCCCCC(=O)O)=O (Z)-6-(5-((6-methoxy-1H-indol-3-yl)methylene)-4-oxo-2-thioxothiazolidin-3-yl)hexanoic acid